N-(3-(pyridazin-4-ylamino)phenyl)-3-(pyridin-4-ylamino)benzamide butyl-(6-((2-(2,6-dioxopiperidin-3-yl)-1,3-dioxoisoindolin-4-yl)amino)hexyl)carbamate C(CCC)N(C(O)=O)CCCCCCNC1=C2C(N(C(C2=CC=C1)=O)C1C(NC(CC1)=O)=O)=O.N1=NC=C(C=C1)NC=1C=C(C=CC1)NC(C1=CC(=CC=C1)NC1=CC=NC=C1)=O